Boc-3,3-difluoropyrrolidine C(=O)(OC(C)(C)C)N1CC(CC1)(F)F